FC1=CC=C(C=C1)C1=CC2=C(N=CNC2=O)N=C1 6-(4-fluorophenyl)pyrido[2,3-d]Pyrimidin-4(3H)-one